C1(CC1)COC=1C=C(C=CC1OC)C(C#N)(C#CC)O[Si](C)(C)C 2-(3-cyclopropylmethoxy-4-methoxyphenyl)-2-(trimethylsiloxy)pent-3-ynenitrile